NC1=C(C(=O)O)C=C(C(=C1)NS(=O)(=O)C)C=O 2-amino-5-formyl-4-methanesulfonamidobenzoic acid